tert-butyl N-[(3R)-7-cyano-5-[[4-(4-methoxyphenyl)phenyl]methyl]-4-oxo-2,3-dihydro-1,5-benzothiazepin-3-yl]carbamate C(#N)C=1C=CC2=C(N(C([C@H](CS2)NC(OC(C)(C)C)=O)=O)CC2=CC=C(C=C2)C2=CC=C(C=C2)OC)C1